4,5-diethyl-2-cycloheptenone C(C)C1C=CC(CCC1CC)=O